BrC1=CC=C2C(C[C@H]([C@@H](C2=C1)NC(=O)NC=1C(=NC=C(C1)C)C1=CC=CC=C1)O)(C)C 1-((1r,2r)-7-bromo-2-hydroxy-4,4-dimethyl-1,2,3,4-tetrahydronaphthalen-1-yl)-3-(5-methyl-2-phenylpyridin-3-yl)urea